1-[6-chloro-8-fluoro-7-(5-methyl-1H-indazol-4-yl)-2-[[(2S)-1-methylpyrrolidin-2-yl]methoxy]quinazolin-4-yl]azepan-4-ol ClC=1C=C2C(=NC(=NC2=C(C1C1=C2C=NNC2=CC=C1C)F)OC[C@H]1N(CCC1)C)N1CCC(CCC1)O